1-(3-fluoro-4-iodopyridin-2-yl)-1H-pyrazol-3-amine FC=1C(=NC=CC1I)N1N=C(C=C1)N